O(C1=CC=CC=C1)CC(=O)C1=CC=NC=C1 2-phenoxy-1-(4-pyridyl)ethanone